(S)-tert-butyl (4-(6-chloro-4-oxo-4H-chromene-2-carboxamido)-2-hydroxybicyclo[2.2.2]octan-1-yl)carbamate ClC=1C=C2C(C=C(OC2=CC1)C(=O)NC12C[C@@H](C(CC1)(CC2)NC(OC(C)(C)C)=O)O)=O